N-(2-((5-aminopyrazin-2-yl)oxy)-5-methylpyridin-3-yl)-4-chloro-3-(trifluoromethyl)benzenesulfonamide NC=1N=CC(=NC1)OC1=NC=C(C=C1NS(=O)(=O)C1=CC(=C(C=C1)Cl)C(F)(F)F)C